tetrapentyl-ammonium bromide [Br-].C(CCCC)[N+](CCCCC)(CCCCC)CCCCC